N-(5-methylpyrimidin-2-yl)-2-[6-bromo-1',1',5-trifluoro-1-oxospiro[3H-isoquinoline-4,2'-cyclopropan]-2-yl]acetamide CC=1C=NC(=NC1)NC(CN1C(C2=CC=C(C(=C2C2(C(C2)(F)F)C1)F)Br)=O)=O